tert-butyl 3-{1-(5-cyanopyridin-2-yl)-1H-1,2,4-triazol-5-yl}morpholine-4-carboxylate C(#N)C=1C=CC(=NC1)N1N=CN=C1C1N(CCOC1)C(=O)OC(C)(C)C